7-(6-((1r,3r)-3-(3-(3-(azetidin-3-yloxy)propoxy)propoxy)cyclobutoxy)pyridin-3-yl)-5-methyl-5H-pyrido[4,3-b]indole N1CC(C1)OCCCOCCCOC1CC(C1)OC1=CC=C(C=N1)C=1C=CC=2C3=C(N(C2C1)C)C=CN=C3